2-((1-(4-(1-(tetrahydro-2H-pyran-2-yl)-1H-pyrazol-4-yl)phenyl)piperidin-4-yl)methyl)-3,4-dihydroisoquinolin-1(2H)-one O1C(CCCC1)N1N=CC(=C1)C1=CC=C(C=C1)N1CCC(CC1)CN1C(C2=CC=CC=C2CC1)=O